9,10-didehydro-N,N,6-triethylergoline-8b-carboxamide C(C)N(C(=O)[C@H]1CN([C@@H]2CC3=CNC4=CC=CC(C2=C1)=C34)CC)CC